5'-chloro-2'-({[(3R,4R)-3-methoxyoxan-4-yl]amino}methyl)-7',8'-dihydro-6'H-spiro[cyclohexane-1,9'-furo[2,3-f]quinazoline]-7'-one ClC=1C=C2C(=C3C4(NC(NC13)=O)CCCCC4)OC(=C2)CN[C@H]2[C@H](COCC2)OC